N-methyl-nicotinate CN1CC(C(=O)[O-])=CC=C1